OCCOC1=CC=C(C=C1)C(C(C)(C)O)=O 1-[4-(2-hydroxyethoxy)phenyl]-2-hydroxy-2-methyl-1-propanone